methyl 4-(5,6-difluoro-4-(1-fluoroethyl)pyridin-3-yl)-2-methyl-5-oxo-1,4,5,7-tetrahydrofuro[3,4-b]pyridine-3-carboxylate FC=1C(=C(C=NC1F)C1C2=C(NC(=C1C(=O)OC)C)COC2=O)C(C)F